6-Chloro-2-methyl-3-(4,4,5,5-tetraethyl-1,3,2-dioxaborolan-2-yl)pyridine ClC1=CC=C(C(=N1)C)B1OC(C(O1)(CC)CC)(CC)CC